C(C=C)(=O)N1C(CN(CC1)C1=NC(=NC=2CC(CCC12)N1CCCC2=CC=CC(=C12)Cl)N1CC(C1)N(C)C)CC#N 2-(1-acryloyl-4-(2-(3-(dimethylamino)azetidin-1-yl)-7-(8-chloro-3,4-dihydroquinolin-1(2H)-yl)-5,6,7,8-tetrahydroquinazolin-4-yl)piperazin-2-yl)acetonitrile